[Ru].CC1=C(C(=CC(=C1)C)C)N1C(N(CC1)C1=C(C=C(C=C1C)C)C)=C1C(C(C(CC1)(P(C1CCCCC1)C1CCCCC1)Cl)=CC1=CC=CC=C1)Cl (1,3-bis(2,4,6-trimethylphenyl)-2-imidazolidinylidene)dichloro-(phenylmethylene)(tricyclohexylphosphine) ruthenium